(3β,5α,17β)-17,19-Dimethoxyandrostan-3-ol CO[C@@H]1[C@]2(C)[C@@H](CC1)[C@@H]1CC[C@H]3C[C@H](CC[C@]3(COC)[C@H]1CC2)O